6-[1-[3-[[2-Fluoro-4-(trifluoromethyl)phenyl]methoxy]azetidine-1-carbonyl]pyrrolidin-3-yl]-1H-pyridin-2-one FC1=C(C=CC(=C1)C(F)(F)F)COC1CN(C1)C(=O)N1CC(CC1)C1=CC=CC(N1)=O